(S)-N-((4-((4-(4,4-dimethylcyclohexyl)phenyl)amino)cyclohexyl)methyl)-2-oxoimidazolidine-4-carboxamide CC1(CCC(CC1)C1=CC=C(C=C1)NC1CCC(CC1)CNC(=O)[C@H]1NC(NC1)=O)C